C(\C=C/C1=CC=C(C=C1)O)(=O)OCC1=CC=CC=C1 (Z)-benzyl p-coumarate